CN1N=C(C(=C1C(=O)[O-])C)C 1,3,4-trimethyl-5-pyrazolate